methyl 4-((2-((3S,4S)-3-methoxy-4-(3-tridecylureido)pyrrolidin-1-yl)-2-oxoethyl)carbamoyl)benzoate CO[C@H]1CN(C[C@@H]1NC(=O)NCCCCCCCCCCCCC)C(CNC(=O)C1=CC=C(C(=O)OC)C=C1)=O